N-(4-bromo-2-fluorobenzyl)-N-(2,2-dimethoxyethyl)-4-methylbenzenesulfonamide 2-(methoxy(methyl)carbamoyl)pyrrolidine-1-carboxylate CON(C(=O)C1N(CCC1)C(=O)O)C.BrC1=CC(=C(CN(S(=O)(=O)C2=CC=C(C=C2)C)CC(OC)OC)C=C1)F